C(C=1C=C(C(N)=CC1)C)C=1C=C(C(N)=CC1)C 4,4'-methylene-bis-o-toluidine